N-(4-benzofuran-2-yl-phenyl)-N-(4-benzothiophene-2-yl-phenyl)-N-{4-(2-naphthalene-2-yl-benzooxazole-6-yl)-phenyl}-amine O1C(=CC2=C1C=CC=C2)C2=CC=C(C=C2)N(C2=CC=C(C=C2)C2=CC1=C(N=C(O1)C1=CC3=CC=CC=C3C=C1)C=C2)C2=CC=C(C=C2)C=2SC1=C(C2)C=CC=C1